3-amino-1-(5-((6-amino-9H-purin-9-yl)methyl)-6-bromo-7-chloro-2,3-dihydro-1H-inden-4-yl)-N-cyclopropylpyrrolidine-3-carboxamide NC1(CN(CC1)C1=C2CCCC2=C(C(=C1CN1C2=NC=NC(=C2N=C1)N)Br)Cl)C(=O)NC1CC1